methyl 4-(5-amino-4-(((4-fluorobenzyl)sulfonyl)oxy)-3-oxo-2,3-dihydrofuran-2-yl)-2-fluorobenzoate NC1=C(C(C(O1)C1=CC(=C(C(=O)OC)C=C1)F)=O)OS(=O)(=O)CC1=CC=C(C=C1)F